C(C)(C)(C)OC(=O)N1CCC(CC1)C=1C=C2C(=C(NC2=CC1)Br)CC1CC1 4-(2-bromo-3-(cyclopropylmethyl)-1H-indol-5-yl)piperidine-1-carboxylic acid tert-butyl ester